dipropoxyethyl-gallium acetoacetate C(CC(=O)C)(=O)[O-].C(CC)OC(C[Ga+2])OCCC.C(CC(=O)C)(=O)[O-]